6-bromo-2-(3-bromo-1-(3-chloropyridin-2-yl)-1H-pyrazol-5-yl)-8-methyl-4H-benzo[d][1,3]oxazin-4-one BrC1=CC2=C(N=C(OC2=O)C2=CC(=NN2C2=NC=CC=C2Cl)Br)C(=C1)C